ClC1=CC(=C(C(=C1C1=C(C=CC=C1O)F)F)N(C)C)C(=O)N1CCN(CC1)C(C=C)=O 1-(4-(6-chloro-3-(dimethylamino)-2,2'-difluoro-6'-hydroxy-[1,1'-biphenyl]-4-carbonyl)piperazin-1-yl)prop-2-en-1-one